[Si](C1=CC=CC=C1)(C1=CC=CC=C1)(C(C)(C)C)C(=O)[Si](C1=CC=CC=C1)(C1=CC=CC=C1)C(C)(C)C TBDPS ketone